CO\N=C(/CC[C@@H](C)[C@H]1CCC2C(CCC[C@]12C)=O)\C(C)(C)C (1R,7aR)-1-((R,E)-5-(methoxyimino)-6,6-dimethylheptan-2-yl)-7a-methyl-octahydro-4H-inden-4-one